1-(((S)-1-((R)-3-Cyclohexyl-2-methylpropanoyl)-4-hydroxy-3,3-dimethylpiperidin-4-yl)methyl)-5-((dimethyl-(oxo)-λ6-sulfaneylidene)amino)-4-(2-fluorophenyl)pyridin-2(1H)-one C1(CCCCC1)C[C@H](C(=O)N1CC([C@](CC1)(O)CN1C(C=C(C(=C1)N=S(=O)(C)C)C1=C(C=CC=C1)F)=O)(C)C)C